ClC=1C=C(N=NC1)N1C=C(C2=C1N=CN=C2N2[C@H](CNCC2)C)C2=C(C=CC=C2)F (S)-7-(5-chloropyridazin-3-yl)-5-(2-fluorophenyl)-4-(2-methylpiperazin-1-yl)-7H-pyrrolo[2,3-d]pyrimidine